(Z)-6-((4-((S)-2-(4-chloro-2-fluorophenyl)-2-methylbenzo[d][1,3]dioxol-4-yl)piperidin-1-yl)methyl)-N'-hydroxy-5-(2-methylmorpholino)pyridazine-3-carboxamidine ClC1=CC(=C(C=C1)[C@@]1(OC2=C(O1)C=CC=C2C2CCN(CC2)CC2=C(C=C(N=N2)/C(=N/O)/N)N2CC(OCC2)C)C)F